4-hydroxy-2,6-dimethyl-5-(5-methyl-2-furyl)pyridine-3-carboxamide OC1=C(C(=NC(=C1C=1OC(=CC1)C)C)C)C(=O)N